N12CCC(CC1)(CC2)C=2SC1=C(N2)C(=CC(=C1)C=1C=C(C=2N(N1)C=C(N2)C)C)F 6-[2-(1-Azabicyclo[2.2.2]oct-4-yl)-4-fluoro-1,3-benzothiazol-6-yl]-2,8-dimethylimidazo[1,2-b]pyridazin